N,N-dimethyl-L-asparagine CN([C@@H](CC(N)=O)C(=O)O)C